ClC=1C=C(C=CC1)[C@@H]1[C@H](C1)C(=O)N(C)C1=NC=NC(=C1)NCC=1N=C2N(C=C(C=C2)C2CC2)C1 (1S,2S)-2-(3-chlorophenyl)-N-(6-(((6-cyclopropylimidazo[1,2-a]pyridin-2-yl)methyl)amino)pyrimidin-4-yl)-N-methylcyclopropane-1-carboxamide